BrCC\C=C\CC (E)-1-bromohex-3-ene